C(#N)C1=CNC2=C(C=CC(=C12)C)C1=C(C=CC(=C1)C=1N=NNC1)S(=O)(=O)N (3-cyano-4-methyl-1H-indol-7-yl)-4-(1H-1,2,3-triazol-4-yl)benzenesulfonamide